The molecule is a cyclodepsipeptide isolated from Jaspis splendens. A derivative of jaspamide, it has been shown to exhibit cytotoxic and microfilament disruption activity. It has a role as an actin polymerisation inhibitor, an antineoplastic agent, an animal metabolite and a marine metabolite. It is a cyclodepsipeptide, a macrocycle and an organobromine compound. C[C@@H]\\1C[C@@H](OC(=O)C[C@@H](NC(=O)[C@H](NC(=O)[C@@H](NC(=O)[C@H](C/C(=C1)/C)C)C)CC2=C(NC3=CC=CC=C32)Br)C4=CC=C(C=C4)O)C